CN(C(=O)[C@@H]1N(C[C@@H](C1)O)C(=O)OCC1=CC=C(C=C1)[N+](=O)[O-])C (2R,4R)-2-dimethylcarbamoyl-4-hydroxy-1-(p-nitrobenzyloxycarbonyl)pyrrolidine